FC(C(C(F)(F)F)OC(=O)N1CCC(CC1)(C)N(C)CC1=C(C=C(C=C1)C(F)(F)F)N1CCC(CC1)N1[C@@H](CCC1)C(=O)O)(F)F (1-(2-(((1-(((1,1,1,3,3,3-Hexafluoropropan-2-yl)oxy)carbonyl)-4-methylpiperidin-4-yl)(methyl)amino)methyl)-5-(trifluoromethyl)phenyl)piperidin-4-yl)-L-proline